6-((1S,4S)-2,5-Diazabicyclo[2.2.1]heptan-2-yl)-N-(5-chloro-2-fluoro-4-((1-methyl-1H-pyrazol-3-yl)oxy)phenyl)pyrido[3,2-d]pyrimidin-4-amine [C@@H]12N(C[C@@H](NC1)C2)C=2C=CC=1N=CN=C(C1N2)NC2=C(C=C(C(=C2)Cl)OC2=NN(C=C2)C)F